4-(3-((3aR,4R,6R,6aS)-6-(2,4-Dichloro-7H-pyrrolo[2,3-d]pyrimidin-7-yl)-2,2-dimethyltetrahydro-4H-cyclopenta[d][1,3]dioxol-4-yl)phenyl)isothiazole ClC=1N=C(C2=C(N1)N(C=C2)[C@@H]2C[C@@H]([C@@H]1[C@H]2OC(O1)(C)C)C=1C=C(C=CC1)C=1C=NSC1)Cl